CN(C1=CC=C(NC=2C3=CC=C(C=C3N=C3C=C(C=CC23)NC(CCN2CCCC2)=O)NC(CCN2CCCC2)=O)C=C1)C N-[9-[4-(dimethylamino)anilino]-6-(3-pyrrolidin-1-ylpropanoylamino)acridin-3-yl]-3-pyrrolidin-1-ylpropanamide